C1C(CC2=CC=CC=C12)[N+]1=NOC(=C1)[N-]C(NC1=CC(=CC=C1)C(F)(F)F)=O (3-(2,3-dihydro-1H-inden-2-yl)-1,2,3-oxadiazol-3-ium-5-yl)((3-(trifluoromethyl)phenyl)carbamoyl)amide